cysteic acid, sodium salt [Na+].N[C@@H](CS(=O)(O)=O)C(=O)[O-]